N-(1-(3-chlorobenzyl)cyclopentane-1-carbonyl)-O-(trans-3-(2-(5,6,7,8-tetrahydro-1,8-naphthyridin-2-yl)ethyl)cyclobutyl)homoserine ClC=1C=C(CC2(CCCC2)C(=O)N[C@@H](CCO[C@@H]2C[C@H](C2)CCC2=NC=3NCCCC3C=C2)C(=O)O)C=CC1